CN1C(=CC=2C=NC(=CC21)NC2CCOCC2)C2=NC(=NC=C2)NCC(F)(F)F 1-Methyl-N-(tetrahydro-2H-pyran-4-yl)-2-(2-((2,2,2-trifluoroethyl)amino)pyrimidin-4-yl)-1H-pyrrolo[3,2-c]pyridin-6-amine